methoxy-p-cresol COC1=CC(=CC=C1O)C